ClC(C(F)(F)F)(CCl)F 2,3-dichloro-1,1,1,2-tetrafluoro-propane